FC=1C=C2C(C(=CN(C2=CC1N1[C@H](CCC1)COC1=NC=CC=C1)C1=CC=CC=C1)C(=O)O)=O (R)-6-fluoro-4-oxo-1-phenyl-7-(2-((pyridin-2-yloxy)methyl)pyrrolidin-1-yl)-1,4-dihydro-quinoline-3-carboxylic acid